8-[(3S)-3-isopropylpiperazin-1-yl]quinoxaline-5-carboxamide C(C)(C)[C@H]1CN(CCN1)C1=CC=C(C=2N=CC=NC12)C(=O)N